2-methyl-indoline CC1NC2=CC=CC=C2C1